5-(2,2,2-trifluoroethyl)-1,2,4-oxadiazole FC(CC1=NC=NO1)(F)F